O=C1NC(CC[C@@H]1N1C(C2=CC=C(C=C2C1)NC(=O)N1[C@@H](CC2=CC=CC=C12)C(F)(F)F)=O)=O (S)-N-(2-((S)-2,6-dioxopiperidin-3-yl)-1-oxoisoindolin-5-yl)-2-(trifluoromethyl)indoline-1-carboxamide